8-fluoro-3-(5-methyl-1,3,4-oxadiazol-2-yl)imidazo[1,5-a]pyridine-6-sulfonyl chloride FC=1C=2N(C=C(C1)S(=O)(=O)Cl)C(=NC2)C=2OC(=NN2)C